tert-butyl 5-amino-4-(5-(4-(hydroxymethyl)-3-methylpyridin-2-yl)-1-oxoisoindolin-2-yl)-5-oxopentanoate NC(C(CCC(=O)OC(C)(C)C)N1C(C2=CC=C(C=C2C1)C1=NC=CC(=C1C)CO)=O)=O